2-(3-iodophenyl)pyrido[3,4-d]pyrimidin-8(7H)-one IC=1C=C(C=CC1)C=1N=CC2=C(N1)C(NC=C2)=O